C1(CC1)N(C1CC2CCC(C1)N2C(=O)OC(C)(C)C)C=2N=NC(=CC2)C2=CC=C(C=1N=CSC12)C=1C=NN(C1)C1OCCCC1 tert-butyl (exo)-3-[cyclopropyl(6-{4-[1-(oxan-2-yl) pyrazol-4-yl]-1,3-benzothiazol-7-yl}pyridazin-3-yl) amino]-8-azabicyclo[3.2.1]octane-8-carboxylate